FC1=CC2=C(C(=NO2)C2CCN(CC2)CCC(O)C=2C=C3C=CN(C3=CC2)C(CC)=O)C=C1 1-(5-(3-(4-(6-fluorobenzo[d]isoxazol-3-yl)piperidin-1-yl)-1-hydroxypropyl)indol-1-yl)propan-1-one